(S)-1-(3-((4-((3-Chloro-4-(cyclopropylmethoxy)-2-fluorophenyl)amino)-7-fluoropyrido[3,2-d]pyrimidin-6-yl)oxy)pyrrolidin-1-yl)prop-2-en-1-one ClC=1C(=C(C=CC1OCC1CC1)NC=1C2=C(N=CN1)C=C(C(=N2)O[C@@H]2CN(CC2)C(C=C)=O)F)F